C(C)OC(=O)C=1N(C=CN1)C(C)C(=O)O (1-carboxyethyl)-1H-imidazole-2-carboxylic acid ethyl ester